(4-methylpyridin-2-yl)-1H-pyrazol CC1=CC(=NC=C1)N1N=CC=C1